(2R,10bR)-10-fluoro-N-hydroxy-2-methyl-1,2,3,5,6,10b-hexahydropyrrolo[2,1-a]isoquinoline-8-carboxamide FC=1C=C(C=C2CCN3[C@@H](C12)C[C@H](C3)C)C(=O)NO